ClC=1C=C(C=CC1C)CN 1-(3-chloro-4-methylphenyl)methylamine